CN1CCN(CC1)[C@@H]1C[C@H](C1)NC1=NN2C(C=N1)=C(C=C2)C=2C=NC1=NC=CC=C1C2 N-(trans-3-(4-methylpiperazin-1-yl)cyclobutyl)-5-(1,8-naphthyridin-3-yl)pyrrolo[2,1-f][1,2,4]triazin-2-amine